BrC=1C=C(C=CC1)[C@@H](CC=1N(C(=NN1)S)C)C 5-[(2R)-2-(3-bromophenyl)propyl]-4-methyl-4H-1,2,4-triazole-3-thiol